C(#N)C=1C=CC2=C(N(C(=N2)NC(CC2(CCCC2)O)=O)C2CCC2)C1 N-(6-cyano-1-cyclobutyl-1H-benzo[d]imidazol-2-yl)-2-(1-hydroxycyclopentyl)acetamide